C(=O)O.NC1CCC(CC1)OC=1C=NC=C(C1C1=CC(=NN1)NC=1N=CC(=NC1)C#N)OC 5-((5-(3-(((1r,4r)-4-Aminocyclohexyl)oxy)-5-methoxypyridin-4-yl)-1H-pyrazol-3-yl)amino)pyrazine-2-carbonitrile formic acid salt